FC(C=1C=CC(=NC1)N1CC2N(C3=C1C=CC=N3)CCN(C2)C(C)=O)(F)F 1-(5-(5-(trifluoromethyl)pyridin-2-yl)-5,6,6a,7,9,10-hexahydro-8H-pyrazino[1,2-a]pyrido[3,2-e]pyrazin-8-yl)ethan-1-one